(R)-5-(2-(tert-butylamino)-1-hydroxyethyl)pyridin-3-ol C(C)(C)(C)NC[C@H](O)C=1C=C(C=NC1)O